FC1=C(C(=CC(=C1)S(=O)(=O)C)Br)OCOC 1-fluoro-2-(methoxymethoxy)-3-bromo-5-methylsulfonyl-benzene